C1CCC2=C(C=3CCCC3C=C12)NC(N[S@@](=O)(C1=CC=C(C=C1)CO)=NC(OC(C)(C)C)=O)=O tert-butyl (R)-((3-(1,2,3,5,6,7-hexahydro-s-indacen-4-yl)ureido)(4-(hydroxymethyl)phenyl) (oxo)-λ6-sulfanylidene)carbamate